C(C)(C)N1CCN(CC1)C1=CC=C(C=N1)NC(=N)N 1-(6-(4-isopropylpiperazin-1-yl)pyridin-3-yl)guanidine